tert-butyl (3-(2-(p-tolyl)-2H-1,2,3-triazol-4-yl)bicyclo[1.1.1]pentan-1-yl)carbamate C1(=CC=C(C=C1)N1N=CC(=N1)C12CC(C1)(C2)NC(OC(C)(C)C)=O)C